C12(CC(C1)C2)N2C(C(N(C=C2)CC=2SC(=NN2)Br)=O)=O 1-(bicyclo[1.1.1]pentan-1-yl)-4-((5-bromo-1,3,4-thiadiazol-2-yl)methyl)-1,4-dihydropyrazine-2,3-dione